(4-methylphenylthio)benzophenone CC1=CC=C(C=C1)SC1=C(C(=O)C2=CC=CC=C2)C=CC=C1